Racemic-tert-butyl 1-(5-cyano-N-methyl-1H-indole-2-carboxamido)-8,9-difluoro-6-oxo-1,4,5,6-tetrahydrobenzo[c][1,7]naphthyridine-3(2H)-carboxylate C(#N)C=1C=C2C=C(NC2=CC1)C(=O)N(C)[C@@H]1C=2C3=C(C(NC2CN(C1)C(=O)OC(C)(C)C)=O)C=C(C(=C3)F)F |r|